tert-butyl 4-[2-[(6-bromopyridine-2-carbonyl)amino]ethyl]piperidine-1-carboxylate BrC1=CC=CC(=N1)C(=O)NCCC1CCN(CC1)C(=O)OC(C)(C)C